2-benzyl-1,3-dibromopentane C(C1=CC=CC=C1)C(CBr)C(CC)Br